2-Amino-5-(piperazin-1-yl)-2,3-dihydro-1,4-benzodioxine NC1COC2=C(O1)C=CC=C2N2CCNCC2